ClC1=C(C=CC(=C1Cl)OC1=NN(C=C1)C)N1C(=NC=C(C1=O)C)C (2,3-dichloro-4-((1-methyl-1H-pyrazol-3-yl)oxy)phenyl)-2,5-dimethylpyrimidin-4(3H)-one